C(C)(C)C1CCC2=CC(=CC=C12)C=O 1-isopropyl-2,3-dihydro-1H-indene-5-carbaldehyde